(S)-(4-(3-Aminopyrrolidin-1-yl)cyclohexyl)carbamic acid phenylmethyl ester C1(=CC=CC=C1)COC(NC1CCC(CC1)N1C[C@H](CC1)N)=O